1-[6-[2-(2,6-dichloro-3,5-dimethoxy-anilino)-3-pyridinyl]pyrimidin-4-yl]-4-(oxetan-3-yloxy)benzene-1,2-diamine ClC1=C(NC2=NC=CC=C2C2=CC(=NC=N2)C2(C(C=C(C=C2)OC2COC2)N)N)C(=C(C=C1OC)OC)Cl